2,2-dimethyl-6-chloro-n-hexanenitrile CC(C#N)(CCCCCl)C